BrC=1SC=C(C1)F 2-bromo-4-fluoro-thiophene